C(C)(C)(C)C1=NC=C(C(=N1)OC1=CC=CC=C1)C(=O)N1CC(C1)=O 1-(2-tert-butyl-4-phenoxy-pyrimidine-5-carbonyl)azetidin-3-one